2-(2,6-dioxopiperidin-3-yl)-4-methyl-3-oxoisoindoline-5-carbaldehyde O=C1NC(CCC1N1CC2=CC=C(C(=C2C1=O)C)C=O)=O